2-fluoro-5-[4-fluoro-5-methyl-5H-pyrido[4,3-b]indol-7-yl]pyridine FC1=NC=C(C=C1)C=1C=CC=2C3=C(N(C2C1)C)C(=CN=C3)F